C(C)C1=NC2=C(N1C1=NC(=C3N=C(N(C3=N1)C)CN1CC(N(CC1)C=1C=NN(C1)C)=O)N1CCOCC1)C=CC=C2 4-((2-(2-ethyl-1H-benzimidazol-1-yl)-9-methyl-6-morpholinyl-9H-purin-8-yl)methyl)-1-(1-methyl-1H-pyrazol-4-yl)piperazin-2-one